Perfluorophosphine FP(F)F